(2S)-2-Amino-N-{3-[3-(4-fluorophenyl)-1H-1,2,4-triazol-5-yl]-4-methylphenyl}-3-phenylpropanamide hydrochloride Cl.N[C@H](C(=O)NC1=CC(=C(C=C1)C)C1=NC(=NN1)C1=CC=C(C=C1)F)CC1=CC=CC=C1